The molecule is a triazolo[4,3-a][1,4]benzodiazepine having a dimethylaminomethyl group at the 1-position, a phenyl group at the 6-position and a chloro substituent at the 8-position. It has a role as a sedative, an anxiolytic drug, an anticonvulsant and an antidepressant. CN(C)CC1=NN=C2N1C3=C(C=C(C=C3)Cl)C(=NC2)C4=CC=CC=C4